methyl (3-bromo-1-(4-cyano-2-methoxybenzyl)-7-hydroxy-1H-pyrazolo[4,3-d]pyrimidin-5-yl)carbamate BrC1=NN(C2=C1N=C(N=C2O)NC(OC)=O)CC2=C(C=C(C=C2)C#N)OC